F[C@H]1CNCC[C@H]1NC=1C=2N(C=CC1)C(=C(N2)C#CCNC2=C(C=C(C=C2)S(=O)(=O)C)OC)SC(F)(F)F (3S,4R)-3-fluoro-N-(2-{3-[(4-methanesulfonyl-2-methoxyphenyl)amino]prop-1-yn-1-yl}-3-[(trifluoromethyl)sulfanyl]imidazo[1,2-a]pyridin-8-yl)piperidin-4-amine